C(C)(C)(C)C=1C=C(CC2=C(C(=C(C(=C2CC)CC2=CC(=C(C(=C2)C(C)(C)C)O)C(C)(C)C)CC)CC2=CC(=C(C(=C2)C(C)(C)C)O)C(C)(C)C)CC)C=C(C1O)C(C)(C)C 1,3,5-tris(3,5-di-tert-butyl-4-hydroxybenzyl)-2,4,6-triethylbenzene